(2S,4R)-N-[(S)-(4-cyclopropyl-3-fluorophenyl)(phenyl)methyl]-4-fluoro-1-(2-{imidazo[1,2-a]pyridin-3-yl}acetyl)pyrrolidine-2-carboxamide C1(CC1)C1=C(C=C(C=C1)[C@@H](NC(=O)[C@H]1N(C[C@@H](C1)F)C(CC1=CN=C2N1C=CC=C2)=O)C2=CC=CC=C2)F